C(=O)(OCCCCCCCCCCCCCC)OOC(=O)OCCCCCCCCCCCCCC di(tetradecyl) peroxydicarbonate